C(C)(C)N1N=C(C=C1C1[C@H]2CC(C[C@@H]12)N1CCC2(CS(C2)(=O)=O)CC1)C1=NC(=NC=C1)C(F)(F)F 7-((1R,3s,5S,6r)-6-(1-isopropyl-3-(2-(trifluoromethyl)pyrimidin-4-yl)-1H-pyrazol-5-yl)bicyclo[3.1.0]hexan-3-yl)-2-thia-7-azaspiro[3.5]nonane 2,2-dioxide